N[C@@H](CC(O)=O)C(=O)N1[C@@H](CCC1)C(=O)N[C@@H](C)C(=O)[O-] L-alpha-aspartyl-L-prolyl-L-alaninate